ClC=1C=C(C=CC1)N1CC(CC1)NC(=O)C1(CC2=CC=CC=C2C1)CC(=O)O 2-[2-[[1-(3-chlorophenyl)pyrrolidin-3-yl]carbamoyl]indan-2-yl]acetic acid